O1C(=CC=C1)S(=O)(=O)NC(=O)N furan-2-sulfonyl-urea